methyl (3-(benzyloxy)-4-bromo-2-nitrophenyl)glycinate C(C1=CC=CC=C1)OC=1C(=C(C=CC1Br)NCC(=O)OC)[N+](=O)[O-]